(S)-benzyl 4-(1-(tert-butoxycarbonyl)azetidin-3-yl)-3-methylpiperazine-1-carboxylate C(C)(C)(C)OC(=O)N1CC(C1)N1[C@H](CN(CC1)C(=O)OCC1=CC=CC=C1)C